C1=CC=C2C=C3C(=CC2=C1)C=CC(=O)O3 benzoCoumarin